N-(2-(6-(5-chloro-2-(((3s,4r)-3-hydroxytetrahydro-2H-pyran-4-yl)amino)pyrimidin-4-yl)-8-fluoroquinolin-3-yl)propan-2-yl)acetamide ClC=1C(=NC(=NC1)N[C@H]1[C@@H](COCC1)O)C=1C=C2C=C(C=NC2=C(C1)F)C(C)(C)NC(C)=O